(3S)-N-{5-[2-ethyl-6-(morpholin-4-yl)pyridin-4-yl]-2-fluoro-4-methylphenyl}-3-(2,2,2-trifluoroethyl)pyrrolidine-1-carboxamide C(C)C1=NC(=CC(=C1)C=1C(=CC(=C(C1)NC(=O)N1C[C@@H](CC1)CC(F)(F)F)F)C)N1CCOCC1